(±)-4-(1-(3-(difluoromethyl)-2-fluorophenyl)ethylamino)-2-methyl-7-oxo-7,8-dihydropyrido[2,3-d]pyrimidine-6-carboxylic acid FC(C=1C(=C(C=CC1)[C@@H](C)NC=1C2=C(N=C(N1)C)NC(C(=C2)C(=O)O)=O)F)F |r|